ClC=1C=C(C=CC1)[C@@H](CO)NC(=O)NC=1C=NN(C1)C1=NC(=NC=C1C)NC=1C=NC=CC1 (S)-1-(1-(3-chlorophenyl)-2-hydroxyethyl)-3-(1-(5-methyl-2-(pyridin-3-ylamino)-pyrimidin-4-yl)-1H-pyrazol-4-yl)urea